BrC1=CC=C(C=C1)S(=O)(=O)NC=1C=CC=2N(N1)C=NN2 4-bromo-N-([1,2,4]triazolo[4,3-b]pyridazin-6-yl)benzenesulfonamide